FC=1C=CC2=C(NC(=NS2(=O)=O)NCC2=CC(=CC=C2)F)C1[C@H](C)C1=CC=CC=C1 (R)-6-fluoro-3-((3-fluorobenzyl)amino)-5-(1-phenylethyl)-4H-benzo[e][1,2,4]thiadiazine 1,1-dioxide